2-(2,6-Dimethyl-4-((3-methyl-5-oxo-1-(4-(trifluoromethyl)phenyl)-1,5-dihydro-4H-1,2,4-triazol-4-yl)methyl)phenoxy)-2-methylpropanoic acid CC1=C(OC(C(=O)O)(C)C)C(=CC(=C1)CN1C(=NN(C1=O)C1=CC=C(C=C1)C(F)(F)F)C)C